C12(CC3CC(CC(C1)C3)C2)NCCCCCCC#CC2=C3C(N(C(=NC3=CC=C2)C)C2C(NC(CC2)=O)=O)=O 3-(5-(8-(((3s,5s,7s)-adamantan-1-yl)amino)oct-1-yn-1-yl)-2-methyl-4-oxoquinazolin-3(4H)-yl)piperidine-2,6-dione